FC(C1(CC1)N1C=C(C(=CC1=O)O)C(=O)OC)F Methyl 1-(1-(difluoromethyl) cyclopropyl)-4-hydroxy-6-oxo-1,6-dihydropyridine-3-carboxylate